1,2-dichloro-1-fluoro-2-(trifluoromethoxy)ethene ClC(=C(OC(F)(F)F)Cl)F